C(C)OC(=O)C=1N=C(SC1)N1C(CC2=C1N=NC(=C2)Cl)C 2-{3-chloro-6-methyl-5H,6H,7H-pyrrolo[2,3-c]pyridazin-7-yl}-1,3-thiazole-4-carboxylic acid ethyl ester